6-methyl-2-(5-methyl-1H-imidazol-1-yl)-N-((1r,4r)-4-((2,2,2-trifluoroethyl)amino)cyclohexyl)pyrimidine-4-carboxamide CC1=CC(=NC(=N1)N1C=NC=C1C)C(=O)NC1CCC(CC1)NCC(F)(F)F